4-[3-(4-Bromo-2-chloro-5-methoxybenzoyl)-2,4-dihydro-1,3-benzoxazin-8-yl]-5-fluoro-2-morpholin-4-ylbenzoic acid methyl ester COC(C1=C(C=C(C(=C1)F)C1=CC=CC=2CN(COC21)C(C2=C(C=C(C(=C2)OC)Br)Cl)=O)N2CCOCC2)=O